BrC=1C(=NNC1C(F)(F)F)C 4-bromo-3-methyl-5-(trifluoromethyl)-1H-pyrazole